O.[N+](=O)([O-])[O-].[Ga+3].[N+](=O)([O-])[O-].[N+](=O)([O-])[O-] gallium nitrate-hydrate